NC(C1=CC=CC=C1)N(C1=CC=CC=C1)C(C1=CC=CC=C1)N bis(aminobenzyl)aniline